3,6-dihydroxy-5-oxo-1,3,6-cycloheptatriene-1-carboxylic acid OC=1C=C(C=C(C(C1)=O)O)C(=O)O